C(C)N1N=C(C=C1C(=O)O)C 2-ethyl-5-methyl-pyrazole-3-carboxylic acid